tin-indium-silver-bismuth [Bi].[Ag].[In].[Sn]